CC1=CC(=NC=C1)C1=NC2=C(N1)C=CC=C2 2-(4-methyl-2-pyridyl)-1H-benzimidazole